1-(2-(4,7-Dichloro-3-hydroxy-2-oxoindolin-3-yl)acetamido)cyclohexane-1-carboxylic acid ClC1=C2C(C(NC2=C(C=C1)Cl)=O)(O)CC(=O)NC1(CCCCC1)C(=O)O